C(C)(C)(C)OC(=O)[C@]1(C[C@H](N(CC1)CC1=C(C(=CC=C1)Cl)F)C)CC1=NC(=CC(=C1F)Cl)NC1=NN(C(=C1)C)C(C)(C)C (2R,4R)-4-((6-((1-(tert-butyl)-5-methyl-1H-pyrazol-3-yl)amino)-4-chloro-3-fluoropyridin-2-yl)methyl)-1-(3-chloro-2-fluorobenzyl)-2-methylpiperidine-4-carboxylic acid tert-butyl ester